BrC1=C(C(=C(C(=C1Br)O)O)Br)CC1=C(C(=C(C(=C1Br)O)O)Br)Br bis-(2,3,6-tribromo-4,5-dihydroxyl-phenyl)-methane